CC=1N=C2N(C=C(C=C2C)C=2C=CC(=NC2CC)N2CCN(CC2)C(=O)C2CNCCO2)C1 [4-[5-(2,8-dimethylimidazo[1,2-a]pyridin-6-yl)-6-ethyl-2-pyridyl]piperazin-1-yl]-morpholin-2-yl-methanone